2-chloro-N-[(2S)-3-[4-[(R)-[4,5-dichloro-2-(prop-2-en-1-yloxy)phenyl]([[(S)-2-methylpropane-2-sulfinyl]amino])methyl]piperidin-1-yl]-2-hydroxy-3-oxopropyl]acetamide ClCC(=O)NC[C@@H](C(=O)N1CCC(CC1)[C@@H](N[S@@](=O)C(C)(C)C)C1=C(C=C(C(=C1)Cl)Cl)OCC=C)O